6-acetyl-5-(3-bromo-5-(difluoromethyl)-2-methoxyphenoxy)-3-(4-methoxybenzyl)-2,3-dihydropyrimidin-4(1H)-one C(C)(=O)C1=C(C(N(CN1)CC1=CC=C(C=C1)OC)=O)OC1=C(C(=CC(=C1)C(F)F)Br)OC